1-(5-fluoro-1-methyl-6-piperazin-1-yl-indazol-3-yl)hexahydropyrimidine-2,4-dione FC=1C=C2C(=NN(C2=CC1N1CCNCC1)C)N1C(NC(CC1)=O)=O